tert-butyl 3-hydroxy-3-(3-hydroxyphenyl)azetidine-1-carboxylate OC1(CN(C1)C(=O)OC(C)(C)C)C1=CC(=CC=C1)O